ClC1=C(C(=O)NC([2H])([2H])[2H])C(=CC=N1)NC1=NC=CC=2C=3C(CN(C12)C)=NN(N3)C chloro-4-((2,5-dimethyl-4,5-dihydro-2H-[1,2,3]triazolo[4,5-c][1,7]naphthyridin-6-yl)amino)-N-(methyl-d3)nicotinamide